N[C@H]1[C@@](CCC1)(O)C (trans)-2-amino-1-methylcyclopentane-1-ol